(S)-3-(benzyloxy)-N-methyl-2-((2-oxo-4-(o-tolyl)-2H-chromen-7-yl)oxy)propanamide C(C1=CC=CC=C1)OC[C@@H](C(=O)NC)OC1=CC=C2C(=CC(OC2=C1)=O)C1=C(C=CC=C1)C